(3-iodophenyl)pyrido[3,2-d]pyrimidin-2-d-4-amine IC=1C=C(C=CC1)C=1C=CC=2N=C(N=C(C2N1)N)[2H]